OC1=C(OC2=CC(=CC=C2C1=O)O)C1=CC(=C(C=C1)O)O 3,3',4',7-tetrahydroxyflavone